(3R)-3-methyl-4-(6-methyl-2-(1H-pyrazol-3-yl)-7-(vinylsulfonyl)-6,7,8,9-tetrahydro-2H-1,2,3,7-tetraazabenzo[cd]azulen-4-yl)morpholine C[C@H]1N(CCOC1)C=1C=C2C3=C(N(N=C3CCN(C2C)S(=O)(=O)C=C)C2=NNC=C2)N1